sodium (2S)-2-((S)-2-((((S)-2-(3-chlorophenyl)-2,2-difluoro-1-phenylethoxy)carbonyl)amino)-3-cyclohexylpropanamido)-1-hydroxy-3-((S)-2-oxopyrrolidin-3-yl)propane-1-sulfonate ClC=1C=C(C=CC1)C([C@@H](OC(=O)N[C@H](C(=O)N[C@H](C(S(=O)(=O)[O-])O)C[C@H]1C(NCC1)=O)CC1CCCCC1)C1=CC=CC=C1)(F)F.[Na+]